NC=1C2=C(N=CN1)N(C(=C2C2=CC=C(C=C2)C(=O)N2CCCC2)[C@@H]2CN(CC2)S(=O)(=O)C=C)C (S)-(4-(4-amino-7-methyl-6-(1-(vinylsulfonyl)pyrrolidin-3-yl)-7H-pyrrolo[2,3-d]pyrimidin-5-yl)phenyl)(pyrrolidin-1-yl)methanone